COC=1C=C(C=CC1)C=CC(=O)OC1=CC=CC=C1 phenyl 3-(3-methoxyphenyl)acrylate